CC(CCCCCO)(C)C trimethyl-1-hexanol